3-chloro-1-{[cyano(2H2)methyl]amino}-7-{[6-(difluoromethoxy)pyridin-3-yl]methyl}-5,6,7,8-tetrahydro(5,5-2H2)-2,7-naphthyridine-4-carbonitrile ClC=1N=C(C=2CN(CC(C2C1C#N)([2H])[2H])CC=1C=NC(=CC1)OC(F)F)NC([2H])([2H])C#N